3-Amino-3-{[1-ethoxy-1,3-dioxo-3-({1,3,3-trimethylbicyclo[2.2.1]heptan-2-yl}oxy)propan-2-yl]carbamoyl}propanoic acid NC(CC(=O)O)C(NC(C(=O)OCC)C(OC1C2(CCC(C1(C)C)C2)C)=O)=O